CC1=CC=C(C=C1)S(=O)(=O)OCCOC1CC1 2-cyclopropoxyethyl 4-methylbenzenesulfonate